2,4-di-tert-butyl-3-hydroxybenzenesulfonic acid C(C)(C)(C)C1=C(C=CC(=C1O)C(C)(C)C)S(=O)(=O)O